(4-(pyrimidin-5-yl)phenyl)boronic acid N1=CN=CC(=C1)C1=CC=C(C=C1)B(O)O